4-[3-[4-[[(3R,4S)-1-tert-butyl-3-fluoro-4-piperidyl]amino]-1-(2,2,2-trifluoroethyl)indol-2-yl]prop-2-ynylamino]-3-methoxy-benzoic acid C(C)(C)(C)N1C[C@H]([C@H](CC1)NC1=C2C=C(N(C2=CC=C1)CC(F)(F)F)C#CCNC1=C(C=C(C(=O)O)C=C1)OC)F